C12CNCC(CC1)C2NC(OC(C)(C)C)=O tert-butyl N-[(8-syn)-3-azabicyclo[3.2.1]octan-8-yl]carbamate